1-(3-((6-(6-((5-azidopentyl)oxy)pyridin-3-yl)-1-(2-(difluoromethoxy)benzyl)-1H-benzo[d]imidazol-2-yl)methoxy)phenyl)pyrrolidin-2-one N(=[N+]=[N-])CCCCCOC1=CC=C(C=N1)C=1C=CC2=C(N(C(=N2)COC=2C=C(C=CC2)N2C(CCC2)=O)CC2=C(C=CC=C2)OC(F)F)C1